3-(Dibenzylamino)-2-fluoro-N-methoxy-N-methyl-propanamide C(C1=CC=CC=C1)N(CC(C(=O)N(C)OC)F)CC1=CC=CC=C1